ClC1=CC=C(C=C1)[C@@]1(N(C(C2=CC(=CC(=C12)F)C(C)(O)C=1N=C(N(C1)C)C)=O)CC1=NC=C(C=C1)Cl)OC (3R)-3-(4-chlorophenyl)-2-[(5-chloropyridin-2-yl)methyl]-6-[1-(1,2-dimethyl-1H-imidazol-4-yl)-1-hydroxyethyl]-4-fluoro-3-methoxy-2,3-dihydro-1H-isoindol-1-one